N-(2-(3-(6-isopropoxypyridazin-3-yl)-1,2,4-thiadiazol-5-ylamino)-5-(trifluoromethyl)pyridin-3-yl)-N-methylacetamide C(C)(C)OC1=CC=C(N=N1)C1=NSC(=N1)NC1=NC=C(C=C1N(C(C)=O)C)C(F)(F)F